N-(3-(5,6-difluoro-1H-benzo[d]imidazol-2-yl)phenyl)-5-(thiazol-4-yl)pyrimidin-2-amine FC1=CC2=C(NC(=N2)C=2C=C(C=CC2)NC2=NC=C(C=N2)C=2N=CSC2)C=C1F